[N-](S(=O)(=O)C(F)(F)F)S(=O)(=O)C(F)(F)F.C[N+](CCCCCCC)(C)C trimethylheptylammonium bis(triFluoromethanesulfonyl)imide